(3aR,5s,6aS)-N-(2-hydroxyethyl)-5-((5-(5-(4-hydroxytetrahydro-2H-pyran-4-yl)-1,3-selenazol-2-yl)-1H-pyrrolo[2,3-b]pyridin-4-yl)amino)hexahydrocyclopenta[c]pyrrole-2(1H)-sulfonamide OCCNS(=O)(=O)N1C[C@@H]2[C@H](C1)CC(C2)NC2=C1C(=NC=C2C=2[Se]C(=CN2)C2(CCOCC2)O)NC=C1